2-(2,6-Dimethyl-4-((3-methyl-5-oxo-1-(p-tolyl)-1,5-dihydro-4H-1,2,4-triazol-4-yl)methyl)phenoxy)-2-methylpropanoic acid ethyl ester C(C)OC(C(C)(C)OC1=C(C=C(C=C1C)CN1C(=NN(C1=O)C1=CC=C(C=C1)C)C)C)=O